C1CCC2=NC3=CC=CCC3NC2C1 Octahydrophenazine